C(C1=CC=CC=C1)OC(=O)N1CC(N(CC1)C)C1=CC2=C(N(C(O2)=O)C)C=C1.CN1C(CN(CC1)C(=O)NCCCCC1=CC=CC=C1)C1=CC2=C(N(C(O2)=O)C)C=C1 4-Methyl-3-(3-methyl-2-oxo-1,3-benzoxazol-6-yl)-N-(4-phenylbutyl)piperazine-1-carboxamide Benzyl-4-methyl-3-(3-methyl-2-oxo-1,3-benzoxazol-6-yl)piperazine-1-carboxylate